CC1C(NCCNCCNC1=O)=O 9-methyl-1,4,7-triazacyclodecane-8,10-dione